C(CCC)N1[C@@H]([C@@H]([C@@H]([C@H](C1)O)O)O)CO (2r,3s,4r,5s)-1-butyl-2-(hydroxymethyl)piperidine-3,4,5-triol